methyl-4-bromo-1-cyclopropyl-1H-imidazole CC=1N(C=C(N1)Br)C1CC1